(E)-3-methoxy-2-(oct-5-en-2-yl)cyclopent-2-en-1-one COC1=C(C(CC1)=O)C(C)CC\C=C\CC